4-amino-N,N-dimethylbenzamide CN(C)C(=O)C1=CC=C(C=C1)N